FC1=C(C=C(C=C1)CSC=1N=CC2=C(N1)C(=CN2C(C)C)N2CC(OC(C2)(F)F)(F)F)CC(=O)O 2-(2-fluoro-5-(((5-isopropyl-7-(2,2,6,6-tetrafluoromorpholino)-5H-pyrrolo[3,2-d]pyrimidin-2-yl)thio)methyl)phenyl)acetic acid